N-methyl-N-(5-methylpyridin-2-yl)-6-(4-(trifluoromethyl)phenyl)pyrazine-2-carboxamide CN(C(=O)C1=NC(=CN=C1)C1=CC=C(C=C1)C(F)(F)F)C1=NC=C(C=C1)C